S,S,S-TRIBUTYL PHOSPHOROTRITHIOATE P(SCCCC)(=O)(SCCCC)SCCCC